4-(cyclohexyloxy)-1-{6-[2-(methoxymethoxy)phenyl]pyridazin-4-yl}piperidine-4-carboxylic acid C1(CCCCC1)OC1(CCN(CC1)C1=CN=NC(=C1)C1=C(C=CC=C1)OCOC)C(=O)O